tert-Butyl-(5S)-2-(4-chloro-3-fluorobenzyl)-3-oxo-2,3,5,6,7,8-hexahydro[1,2,4]triazolo[4,3-a]pyridine-5-carboxylate C(C)(C)(C)OC(=O)[C@@H]1CCCC=2N1C(N(N2)CC2=CC(=C(C=C2)Cl)F)=O